ClC=1C=C2C3=C(NC2=CC1)[C@@H](N(CC3)C3=NC=NC(=N3)C(F)(F)F)CC(C)C (1S)-6-chloro-1-(2-methylpropyl)-2-[4-(trifluoromethyl)-1,3,5-triazin-2-yl]-2,3,4,9-tetrahydro-1H-pyrido[3,4-b]indole